C(CCCCCCCCCCCCCC)(N)(N)N pentadecanetriamine